COC(=O)C=1C=2N(C=CC1C=1C=NN(C1C)CC13CC4CC(CC(C1)C4)C3)C(=CN2)NC2=NN(C=C2C(NC=2SC3=C(N2)C=CC=C3)=O)C 7-(1-(adamantan-1-ylmethyl)-5-methyl-1H-pyrazol-4-yl)-3-((4-(benzo[d]thiazol-2-ylcarbamoyl)-1-methyl-1H-pyrazol-3-yl)amino)imidazo[1,2-a]pyridine-8-carboxylic acid methyl ester